N-(3-sulfopropyl)-saccharin potassium [K].S(=O)(=O)(O)CCCN1S(=O)(=O)C2=CC=CC=C2C1=O